(3R,6S,7aS)-6-azido-3-phenyltetrahydro-3H,5H-pyrrolo[1,2-c][1,3]Oxazol-5-one N(=[N+]=[N-])[C@H]1C[C@@H]2N([C@H](OC2)C2=CC=CC=C2)C1=O